CN1C(C(C2=CC(=CC=C12)O)(C)C)=C 1-methyl-3,3-dimethyl-5-hydroxy-2-methyleneindoline